ClC1=CC=C(C=C1)CCC(=O)NC1=C(C(=NN1)C1=CC=NC=C1)CC 3-(4-chlorophenyl)-N-(4-ethyl-3-(pyridin-4-yl)-1H-pyrazol-5-yl)propanamide